ClC=1C=CC(=C(C1)C#CC=1C=CC(=NC1)C(=O)O)NS(=O)(=O)C1=CC=C(C=C1)OC 5-[5-Chloro-2-(4-methoxy-benzenesulfonylamino)-phenylethynyl]-pyridine-2-carboxylic acid